C(C=C)(=O)OCC(CCCC)CC 2-propenoic acid, 2-ethylhexyl ester